(3R)-1-(4-bromo-7-ethylsulfonyl-2,5-dimethyl-pyrazolo[4,3-f]quinazolin-9-yl)-3-methyl-piperidin-3-ol BrC=1C=2C(C=3C(=NC(=NC3C1C)S(=O)(=O)CC)N1C[C@@](CCC1)(O)C)=CN(N2)C